(+/-)-4-[2-(2,4-dimethoxyphenyl)azepan-1-yl]-6-methyl-pyrimidin-2-amine COC1=C(C=CC(=C1)OC)[C@@H]1N(CCCCC1)C1=NC(=NC(=C1)C)N |r|